N1CC[C@H](CCC1)C(=C)C=1N=NC(=CN1)C1=C(C=C(C=C1)N1C=NC=C1)O (S)-2-(3-(1-(azepan-4-yl)vinyl)-1,2,4-triazin-6-yl)-5-(1H-imidazol-1-yl)phenol